2-(5-chloro-4-phenyl-1H-imidazol-2-yl)-3,3-dicyclopropyl-N-[4-[3,5-dimethyl-1-(2-trimethylsilylethoxymethyl)pyrazol-4-yl]phenyl]propanamide ClC1=C(N=C(N1)C(C(=O)NC1=CC=C(C=C1)C=1C(=NN(C1C)COCC[Si](C)(C)C)C)C(C1CC1)C1CC1)C1=CC=CC=C1